(4-(1-(tert-butoxycarbonyl)pyrrolidin-2-yl)-2-fluorophenyl)-3-methylbenzo[d]imidazo[2,1-b]thiazole-7-carboxylic acid ethyl ester C(C)OC(=O)C1=CC2=C(N3C(S2)=NC(=C3C)C3=C(C=C(C=C3)C3N(CCC3)C(=O)OC(C)(C)C)F)C=C1